COC1=CC(=C2C=NNC2=C1)C=1N=NN(C1)CC1=CC=C(N=N1)N1CC(CCC1)NCC12CC(C1)(C2)C 1-(6-((4-(6-methoxy-1H-indazol-4-yl)-1H-1,2,3-triazol-1-yl)methyl)pyridazin-3-yl)-N-((3-methylbicyclo[1.1.1]pentan-1-yl)methyl)piperidin-3-amine